4-{3-[1-(3-hydroxypropyl)-3-methyl-1H-pyrazol-5-yl]-1-methyl-1H-1,2,4-triazol-5-yl}-1-methyl-1H-pyrazolo[4,3-c]pyridine-6-carboxamide OCCCN1N=C(C=C1C1=NN(C(=N1)C1=NC(=CC2=C1C=NN2C)C(=O)N)C)C